COC(C(=O)N(CC=1C=CC2=C(N=CS2)C1)CC1C2COCC12)=O 2-(((3-Oxabicyclo[3.1.0]hexan-6-yl)methyl)(benzo[d]thiazol-5-ylmethyl)amino)-2-oxoacetic acid methyl ester